benzyl {[4-iodo-2-(2-methylprop-2-yl)-5-(3-{[(2-methylprop-2-yl)diphenylsilyl]oxy}cyclopentyl)pyrazol-3-yl]amino}methanoate IC1=C(N(N=C1C1CC(CC1)O[Si](C1=CC=CC=C1)(C1=CC=CC=C1)C(C)(C)C)C(C)(C)C)NC(=O)OCC1=CC=CC=C1